Tert-butyl (S)-4-((4-((2-(2-cyano-4,4-difluoropyrrolidin-1-yl)-2-oxoethyl)carbamoyl)quinolin-6-yl)oxy)butanoate C(#N)[C@H]1N(CC(C1)(F)F)C(CNC(=O)C1=CC=NC2=CC=C(C=C12)OCCCC(=O)OC(C)(C)C)=O